N[C@@H]1C2=CC=CC=C2CC12CCN(CC2)C=2N=C(C(=C(C(=O)O)C2)C2=C(C(=CC=C2)Cl)Cl)C 6-((S)-1-amino-1,3-dihydrospiro[indene-2,4'-piperidine]-1'-yl)-3-(2,3-dichlorophenyl)-2-methyl-isonicotinic acid